[Cl-].C(CCCCCCCCCCCCC)[N+](CCC[Si](OC)(OC)OC)(C)C tetradecyldimethyl-(3-trimethoxysilyl-propyl)ammonium chloride